OC1=C(C=C(CP(O)(O)=O)C=C1C(C)(C)C)C(C)(C)C 4-hydroxy-3,5-di-tert-butylbenzyl-phosphonic acid